tert-butyl N-benzyl-N-(6-chloroimidazo[1,2-b]pyridazin-8-yl)glycinate C(C1=CC=CC=C1)N(CC(=O)OC(C)(C)C)C=1C=2N(N=C(C1)Cl)C=CN2